ClC1=C(CCN2CC(CCC2)C=2NC(N(N2)C2=CC=C(C=C2)OC)=O)C=CC(=C1)Cl 5-(1-(2,4-dichlorophenethyl)piperidin-3-yl)-2-(4-methoxyphenyl)-2,4-dihydro-3H-1,2,4-triazol-3-one